1-[(4S)-8-chlorochroman-4-yl]-3-[1-[4-[2-(dimethylamino)-1,1-difluoro-ethyl]phenyl]pyrazol-3-yl]urea ClC=1C=CC=C2[C@H](CCOC12)NC(=O)NC1=NN(C=C1)C1=CC=C(C=C1)C(CN(C)C)(F)F